C1(CC1)C(=O)ON=C1CCC(CC1)C(C)(C)CC 4-(tert-pentyl)cyclohexan-1-one O-cyclopropanecarbonyl oxime